C1(CCCCC1)NC(C(=O)N1[C@@H]([C@H]2C([C@H]2C1)(C)C)C(=O)N[C@H](C=O)C[C@H]1C(NCCC1)=O)=O (1R,2S,5S)-3-(2-(cyclohexylamino)-2-oxoacetyl)-6,6-dimethyl-N-((S)-1-oxo-3-((S)-2-oxopiperidin-3-yl)propan-2-yl)-3-azabicyclo[3.1.0]hexane-2-carboxamide